CN(CCCOC1=NC=C(C=N1)C1=CC=2C3=C(C=NC2C=C1)N(C(C31CC1)=O)C)C 8'-(2-(3-(Dimethylamino)propoxy)pyrimidin-5-yl)-3'-methylspiro[cyclopropane-1,1'-pyrrolo[2,3-c]quinolin]-2'(3'H)-one